magnesium tetrakis(2,4,6-trimethylphenyl)porphyrin CC1=C(C(=CC(=C1)C)C)C1=C2C=CC(C(=C3C=CC(=C(C=4C=CC(=C(C5=CC=C1N5)C5=C(C=C(C=C5C)C)C)N4)C4=C(C=C(C=C4C)C)C)N3)C3=C(C=C(C=C3C)C)C)=N2.[Mg]